3-((2-(difluoromethyl)-2H-tetrazol-5-yl)(phenyl)methyl)-3,8-diazabicyclo[3.2.1]octane FC(N1N=C(N=N1)C(N1CC2CCC(C1)N2)C2=CC=CC=C2)F